(1R,5R,7S)-5,8,8-trimethyl-4-azabicyclo[5.1.0]octan-3-one C[C@H]1NC(C[C@H]2C([C@H]2C1)(C)C)=O